FC1=C(C=CC(=C1F)C=1C=NNC1)N1C2CN(CC1CC2)C(=O)N2CCCC2 (8-(2,3-difluoro-4-(1H-pyrazol-4-yl)phenyl)-3,8-diazabicyclo[3.2.1]octane-3-yl)(pyrrolidin-1-yl)methanone